FC=1C=C(C=CC1OC(F)(F)F)NC(=O)N1C[C@@H](CCC1)NS(=O)(=O)C=C (R)-N-(3-fluoro-4-(trifluoromethoxy)phenyl)-3-(vinylsulphonylamino)piperidine-1-carboxamide